2-Isocyanatoethylmethacrylat N(=C=O)CCOC(C(=C)C)=O